O=C(C(=O)C=1N2CCCC2=C(C1)C(=O)OCC)N[C@@H](C(F)(F)F)C ethyl (R)-5-(2-oxo-2-((1,1,1-trifluoroprop-2-yl) amino) acetyl)-2,3-dihydro-1H-pyrrolizine-7-carboxylate